(S)-3-cyclopropyl-3-(3-((4-(5-fluoro-2-methoxypyridin-4-yl)-2-methylbenzoyl)oxy)phenyl)propanoic acid C1(CC1)[C@H](CC(=O)O)C1=CC(=CC=C1)OC(C1=C(C=C(C=C1)C1=CC(=NC=C1F)OC)C)=O